FC(C=1N=NN(N1)CN1N=CC=C1C(=O)O)(F)F ((5-(trifluoromethyl)-2H-tetrazol-2-yl)methyl)-1H-pyrazole-5-carboxylic acid